Methyl 3-(2-chloro-6-cyclopropylpyridin-4-yl)-6-methylpyridazine-4-carboxylate ClC1=NC(=CC(=C1)C=1N=NC(=CC1C(=O)OC)C)C1CC1